(chloromethylsilyl)(ethylaminomethylsilyl)trimethylsilyl-amine ClC[SiH2]N([Si](C)(C)C)[SiH2]CNCC